4,4'-(Imidazo[1,2-a]pyridine-2,7-diyl)bis(1-hexylpyridin-1-ium) bis(tetrafluoroborate) F[B-](F)(F)F.F[B-](F)(F)F.N=1C(=CN2C1C=C(C=C2)C2=CC=[N+](C=C2)CCCCCC)C2=CC=[N+](C=C2)CCCCCC